1-(tert-butyl)-4-(3-chlorobenzoyl)-N-(2-(5-(pyridin-2-yl)-1,3,4-oxadiazol-2-yl)ethyl)-1H-pyrazole-5-carboxamide C(C)(C)(C)N1N=CC(=C1C(=O)NCCC=1OC(=NN1)C1=NC=CC=C1)C(C1=CC(=CC=C1)Cl)=O